4-(4-(2-((6-isopropoxypyridin-2-yl)amino)pyrimidin-4-yl)-4,5,6,7-tetrahydropyrazolo[1,5-a]pyrimidin-2-yl)-2-(thiazol-2-yl)but-3-yn-2-ol C(C)(C)OC1=CC=CC(=N1)NC1=NC=CC(=N1)N1C=2N(CCC1)N=C(C2)C#CC(C)(O)C=2SC=CN2